N-(4-{4-amino-5-bromo-7-methyl-7H-pyrrolo[2,3-d]pyrimidin-6-yl}-3-methylphenyl)prop-2-enamide thiodiethylenebis[3-(3,5-di-tert-butyl-3-hydroxyphenyl)propionate] S(CCC(C(=O)O)CC=1CC(C=C(C1)C(C)(C)C)(O)C(C)(C)C)CCC(C(=O)O)CC=1CC(C=C(C1)C(C)(C)C)(C(C)(C)C)O.NC=1C2=C(N=CN1)N(C(=C2Br)C2=C(C=C(C=C2)NC(C=C)=O)C)C